(2S)-2-amino-N-[(4-hydroxyphenyl)methyl]-3-methoxypropanamide N[C@H](C(=O)NCC1=CC=C(C=C1)O)COC